N-(Cyclopentylmethyl)-5-({8-methyl-7-oxo-5-[2-(triisopropylsilyl)ethynyl]pyrido[2,3-d]pyrimidin-2-yl}amino)-2-(4-methylpiperazin-1-yl)benzamide C1(CCCC1)CNC(C1=C(C=CC(=C1)NC=1N=CC2=C(N1)N(C(C=C2C#C[Si](C(C)C)(C(C)C)C(C)C)=O)C)N2CCN(CC2)C)=O